NC1=NC=CC=C1C1=CC=C(C=C1)N(C(=O)NCC1=CC=CC=C1)[C@@H]1CC[C@H](CC1)NC1=NC=C(C=C1)C#N 1-(4-(2-aminopyridin-3-yl)phenyl)-3-benzyl-1-(trans-4-((5-cyanopyridin-2-yl)amino)cyclohexyl)urea